1-methylcyclohexyl bromide CC1(CCCCC1)Br